1-[(2R)-4-[5-fluoro-4-({3-methyl-4-[(1-methyl-1,3-benzodiazol-5-yl)methyl]phenyl}amino)quinazolin-6-yl]-2-methylpiperazin-1-yl]prop-2-en-1-one FC1=C2C(=NC=NC2=CC=C1N1C[C@H](N(CC1)C(C=C)=O)C)NC1=CC(=C(C=C1)CC1=CC2=C(N(C=N2)C)C=C1)C